2-chloro-5-fluoro-4-(3-(piperidin-3-yl)phenyl)pyrimidine ClC1=NC=C(C(=N1)C1=CC(=CC=C1)C1CNCCC1)F